C(C)OC(=O)C=1N=C(SC1)C1=C(C=CC=C1)C (2-methyl)phenylthiazole-4-carboxylic acid ethyl ester